O.CC1=CC=C(C=C1)S(=O)(=O)O p-toluenesulfonic acid-monohydrate